N-(tert-butyl)-2-(1-thiocyanatoethyl)benzamide C(C)(C)(C)NC(C1=C(C=CC=C1)C(C)SC#N)=O